CC(C)N(C(OC(C)Cl)=O)C(C)C 1-chloroethyl N,N-bis(propan-2-yl)carbamate